tert-butyl 5-(3-piperidinyl)-3,4-dihydro-2H-pyridine-1-carboxylate N1CC(CCC1)C=1CCCN(C1)C(=O)OC(C)(C)C